1-[4-[(Dimethylamino)methyl]-2-isopropyl-6-methyl-phenyl]-4-[(2S,5R)-2,5-dimethyl-4-prop-2-enoyl-piperazin-1-yl]-6-fluoro-7-(2-fluoro-6-hydroxy-phenyl)pyrido[2,3-d]pyrimidin-2-one CN(C)CC1=CC(=C(C(=C1)C)N1C(N=C(C2=C1N=C(C(=C2)F)C2=C(C=CC=C2O)F)N2[C@H](CN([C@@H](C2)C)C(C=C)=O)C)=O)C(C)C